(2-methyl-2H-1,2,3-triazol-4-yl)boric acid CN1N=CC(=N1)OB(O)O